O1CCOC2=NC=C(C=C12)NC1=NC(=NC=C1)NC1=CC(=C(C=C1)OC1CCC(CC1)N(C)C)OC 4-(2,3-dihydro-1,4-dioxa-5-aza-7-naphthylamino)-2-{3-methoxy-4-[(1s,4s)-4-(dimethylamino)cyclohexyloxy]phenylamino}pyrimidine